O=C1NC(CCC1N1C(C2=CC=CC(=C2C1=O)NCC1=CC(=C(CN2CCC(CC2)C(=O)N(C)C)C=C1)C)=O)=O 1-(4-((2-(2,6-dioxopiperidin-3-yl)-1,3-dioxoisoindolin-4-ylamino)methyl)-2-methylbenzyl)-N,N-dimethylpiperidine-4-carboxamide